1,2-dimyristoyl-3-trimethylammonio-propane C(CCCCCCCCCCCCC)(=O)CC(C[N+](C)(C)C)C(CCCCCCCCCCCCC)=O